tert-Butyl 4-(3-((1-(4-chlorophenyl)-2-oxo-2-(2-(trifluoromethyl)-5,6-dihydro-4H-thieno[3,2-b]pyrrol-4-yl)ethyl)amino)-5-methoxyphenoxy)butanoate ClC1=CC=C(C=C1)C(C(N1C2=C(CC1)SC(=C2)C(F)(F)F)=O)NC=2C=C(OCCCC(=O)OC(C)(C)C)C=C(C2)OC